Cl.N1=CC=C(C=C1)OC1=CC=C(C=C1)S(=O)(=O)Cl 4-(4-pyridyloxy)benzenesulfonyl chloride hydrochloride